tert-Butyl (4-(8-amino-3-(tetrahydro-2H-pyran-3-yl)imidazo[1,5-a]pyrazin-1-yl)-2-methoxyphenyl)carbamate NC=1C=2N(C=CN1)C(=NC2C2=CC(=C(C=C2)NC(OC(C)(C)C)=O)OC)C2COCCC2